bis(2,6-di-t-butyl-4-methylphenyl)pentaerythritol C(C)(C)(C)C1=C(C(=CC(=C1)C)C(C)(C)C)C(O)(C(CO)(CO)CO)C1=C(C=C(C=C1C(C)(C)C)C)C(C)(C)C